1-ethyl-3-methyl-imidazolium tetrafluoroborate F[B-](F)(F)F.C(C)N1C=[N+](C=C1)C